N(=C=O)CC1=CC=C(C=C1)OCC(C)C 1-(isocyanatomethyl)-4-(2-methyl-propoxy)benzene